C[C@@H]1N(CCC1)C(CCC=1N=C(N(C1)C1=CC=CC=C1)NC(C1=CC(=CC=C1)C=1C=NNC1)=O)=O (S)-N-(4-(3-(2-methylpyrrolidin-1-yl)-3-oxopropyl)-1-phenyl-1H-imidazol-2-yl)-3-(1H-pyrazol-4-yl)benzamide